BrC=1C(=C(C#N)C=CC1)N1CCC(CC1)C1=NN=CN1C 3-bromo-2-(4-(4-methyl-4H-1,2,4-triazol-3-yl)piperidin-1-yl)benzonitrile